piperazine-1,2-dicarboxylic acid 1-benzyl ester 2-methyl ester COC(=O)C1N(CCNC1)C(=O)OCC1=CC=CC=C1